CN(C\C=C\C1=CC=CC=C1)C (E)-N,N-dimethyl-3-phenyl-2-propen-1-amine